[Na+].C(CCCCCCC\C=C/CCCCCCCC)S(=O)(=O)[O-] oleyl-sulfonic acid, sodium salt